F[B-](F)(F)F.CCC(C)[PH2+]C(CC)C di-(3-butyl)phosphonium tetrafluoroborate